5-(((R)-1-((1-(2-(4-(4-chloro-1,2-bis(4-hydroxyphenyl)but-1-en-1-yl)phenoxy)ethyl)piperidin-4-yl)methyl)piperidin-3-yl)amino)-2-(2,6-dioxopiperidin-3-yl)isoindoline-1,3-dione ClCCC(=C(C1=CC=C(C=C1)O)C1=CC=C(OCCN2CCC(CC2)CN2C[C@@H](CCC2)NC=2C=C3C(N(C(C3=CC2)=O)C2C(NC(CC2)=O)=O)=O)C=C1)C1=CC=C(C=C1)O